DIMETHYlGLYCINE CN(CC(=O)O)C